methyl [2-(2-amino-5-bromobenzyl)-1,3-dioxolan-2-yl]acetate NC1=C(CC2(OCCO2)CC(=O)OC)C=C(C=C1)Br